BrC=1C=NN(C1)C1=CC=NC=C1 4-(4-bromopyrazol-1-yl)pyridine